C(#N)CC1=C(C(=NC=C1)C1=NC=CC=C1)CC#N bis(cyanomethyl)-2,2'-bipyridine